3-[(3R)-4,4-difluorotetrahydrofuran-3-yl]-1-methyl-1-[(1S)-1-(4-pyridyl)ethyl]urea FC1([C@@H](COC1)NC(N([C@@H](C)C1=CC=NC=C1)C)=O)F